1-oleoyl-2-palmitoyl-3-(α-D-galactosyl)-sn-glycerol C(CCCCCCC\C=C/CCCCCCCC)(=O)OC[C@@H](OC(CCCCCCCCCCCCCCC)=O)CO[C@@H]1[C@H](O)[C@@H](O)[C@@H](O)[C@H](O1)CO